C1(CCCC1)C#CC1=C2C=CN(C2=NC=N1)[C@H]1[C@H](O)[C@H](O)[C@H](O1)CO 6-(Cyclopentylethynyl)-9-β-D-ribofuranosyl-7-deazapurine